CC1=CC(CC(C1)(C)C)C(C#N)C#N 2-(3,5,5-trimethylcyclohex-2-en-1-yl)malononitrile